CN(C1(CCC2(CN(C(N2)=O)CC=2N=NNC2)CC1)C1=CC=CC=C1)C cis-8-dimethylamino-8-phenyl-3-(1H-[1,2,3]triazol-4-yl-methyl)-1,3-diazaspiro[4.5]decan-2-one